((1-((4-nitrophenyl)sulfonyl)-3-phenyl-1H-indolyl)(phenyl)methyl)diphenylphosphine [N+](=O)([O-])C1=CC=C(C=C1)S(=O)(=O)N1C(=C(C2=CC=CC=C12)C1=CC=CC=C1)C(C1=CC=CC=C1)P(C1=CC=CC=C1)C1=CC=CC=C1